diethyl 5,7-dihydro-6H-cyclopenta[c]pyridine-6,6-dicarboxylate C1=NC=CC2=C1CC(C2)(C(=O)OCC)C(=O)OCC